FC=1C=C(C(=O)NC2CCN(CC2)C)C=C(C1)CN1C(C2=CN=C(C=C2C=C1)C=1C(=NNC1)C(F)(F)F)=O 3-Fluoro-N-(1-methylpiperidin-4-yl)-5-((1-oxo-6-(3-(trifluoromethyl)-1H-pyrazol-4-yl)-2,7-naphthyridin-2(1H)-yl)methyl)benzamide